OC=1C=C(C=CC1)C=1C=C(SC1)CN1CCN(CC1)C1=CC=C(N=N1)C(=O)NS(=O)(=O)CCC(F)(F)F 6-[4-[[4-(3-Hydroxyphenyl)thiophen-2-yl]methyl]piperazin-1-yl]-N-(3,3,3-trifluoropropylsulfonyl)pyridazine-3-carboxamide